BrC1=NC=CC(=C1)NCC=1N=C2N(N=C(C=C2N2CCN(CC2)C)C2CC2)C1 2-bromo-N-((6-cyclopropyl-8-(4-methylpiperazin-1-yl)imidazo[1,2-b]Pyridazin-2-yl)methyl)pyridin-4-amine